6-((bis(diethoxyphosphoryl)methyl)amino)-2,2-dimethyl-6-oxohexan-3-yl (6-(4-(tert-butyl)phenoxy)pyridin-3-yl)carbamate C(C)(C)(C)C1=CC=C(OC2=CC=C(C=N2)NC(OC(C(C)(C)C)CCC(=O)NC(P(=O)(OCC)OCC)P(=O)(OCC)OCC)=O)C=C1